Natrium (S)-3-(3-(Furan-3-yl)phenyl)-3-(3-(1-methyl-4-oxido-2-oxo-1,2-dihydropyridin-3-yl)ureido)propanoat O1C=C(C=C1)C=1C=C(C=CC1)[C@H](CC(=O)[O-])NC(=O)NC=1C(N(C=CC1[O-])C)=O.[Na+].[Na+]